(1S,3S)-3-((2-cyclopropyl-6-(5-((((2-cyclopropylethyl)(methyl)carbamoyl)oxy)methyl)-1-methyl-1H-1,2,3-triazol-4-yl)Pyridin-3-yl)oxy)cyclohexane-1-carboxylic acid methyl ester COC(=O)[C@@H]1C[C@H](CCC1)OC=1C(=NC(=CC1)C=1N=NN(C1COC(N(C)CCC1CC1)=O)C)C1CC1